4-chloro-5-iodo-6-methyl-pyridin-2-amine ClC1=CC(=NC(=C1I)C)N